FC1(CN(C1)CC1=CC=C(C=C1)C=1C=C(C=2N=CN=C(C2N1)N[C@@H]1CNCCC1)C(=O)N)C (S)-6-(4-((3-fluoro-3-methylazetidin-1-yl)methyl)phenyl)-4-(piperidin-3-ylamino)pyrido[3,2-d]pyrimidine-8-carboxamide